NC1=NC=NN2C1=CC=C2[C@]2([C@@H]([C@@H]([C@H](O2)COP(=O)(OC2=CC=C(C=C2)Cl)N[C@@H](C)C(=O)OC2CCCCCCC2)O)O)C#N Cyclooctyl ((((2R,3S,4R,5R)-5-(4-aminopyrrolo[2,1-f][1,2,4]triazin-7-yl)-5-cyano-3,4-dihydroxytetrahydrofuran-2-yl)methoxy)(4-chlorophenoxy)phosphoryl)-L-alaninate